3-hydroxy-9-(7-bromo-1-tetralone) hydrazone OC1CC(C2=CC(=CC=C2C1)Br)=NN